[Si](C)(C)(C(C)(C)C)C=1C(=C(C=O)C=CC1)O 3-(tert-butyldimethylsilyl)-2-hydroxybenzaldehyde